(3-fluoro-5-(((4-((1-(6-(isoxazol-4-yl)-1H-indazol-4-yl)azetidin-3-yl)oxy)butyl)amino)methyl)phenyl)methanol FC=1C=C(C=C(C1)CNCCCCOC1CN(C1)C1=C2C=NNC2=CC(=C1)C=1C=NOC1)CO